Cl.N1C(CCCC1=O)=O Piperidine-2,6-Dione Hydrochloride